BrC1=CC=C(C(=N1)C)NC(C1=C(C=CC(=C1)C(F)(F)F)NC1=C(C=C(C=C1)F)C)=O N-(6-bromo-2-methylpyridin-3-yl)-2-((4-fluoro-2-methylphenyl)-amino)-5-(trifluoromethyl)-benzamide